2,2,2-trichloroethyl (((6R)-6-((3R,8R,9S,10S,13R,14S,17R)-3-((tertbutyldimethylsilyl)oxy)-10,13-dimethylhexadecahydro-1H-cyclopenta[a]phenanthren-17-yl)-2-phenylheptanoyl)oxy)carbamate C(C)(C)(C)[Si](O[C@@H]1CC[C@@]2([C@H]3CC[C@@]4([C@H](CC[C@H]4[C@@H]3CCC2C1)[C@@H](CCCC(C(=O)ONC(OCC(Cl)(Cl)Cl)=O)C1=CC=CC=C1)C)C)C)(C)C